C1CCC(C#CC(C1)CC2=CC=CC=C2)(CC3=CC=CC=C3)N dibenzylcyclooctyne-amine